1-(3'-(3-(4-(tert-butyl)piperazin-1-yl)isoxazol-5-yl)-3-chloro-5'-fluoro-2'-hydroxy-[1,1'-biphenyl]-4-yl)-3-methyl-1H-imidazol-2(3H)-one C(C)(C)(C)N1CCN(CC1)C1=NOC(=C1)C=1C(=C(C=C(C1)F)C1=CC(=C(C=C1)N1C(N(C=C1)C)=O)Cl)O